(R)-pyrrolidine-3-ol hydrochloride Cl.N1C[C@@H](CC1)O